1-(tert-butoxycarbonyl)-6-oxopiperidine-3-carboxylic acid C(C)(C)(C)OC(=O)N1CC(CCC1=O)C(=O)O